trans-5-norbornene-2,3-dicarboxylic acid C1[C@@H]2C=C[C@H]1[C@H]([C@@H]2C(=O)O)C(=O)O